7-[2-(2-amino-thiazol-4-yl)-pent-2-enylamino]-3-carbamoyloxymethyl-8-oxo-5-azabicyclo[4.2.0]oct-2-ene-2-carboxylic acid NC=1SC=C(N1)C(CNC1C2NCC(=C(C2C1=O)C(=O)O)COC(N)=O)=CCC